O1CCN(CC1)C=1C=C(C=NC1)B(O)O (5-morpholino-3-pyridyl)boronic acid